(S)-ethyl 8-(2-amino-6-((R)-1-(4'-(dimethylcarbamoyl)-[1,1'-biphenyl]-4-yl)-2,2,2-trifluoroethoxy)pyrimidin-4-yl)-2,8-diazaspiro[4.5]decane-3-carboxylate NC1=NC(=CC(=N1)N1CCC2(C[C@H](NC2)C(=O)OCC)CC1)O[C@@H](C(F)(F)F)C1=CC=C(C=C1)C1=CC=C(C=C1)C(N(C)C)=O